[4-(5-chlorooxazolo[4,5-b]pyridin-2-yl)piperazin-1-yl]-[4-[5-(2,2-dimethylpropyl)-4-methyl-1,2,4-triazol-3-yl]phenyl]methanone ClC1=CC=C2C(=N1)N=C(O2)N2CCN(CC2)C(=O)C2=CC=C(C=C2)C2=NN=C(N2C)CC(C)(C)C